Dodecyl-Methyl-Acrylamide C(CCCCCCCCCCC)C=C(C(=O)N)C